BrC(C)C1=NC=C(C=C1)F 2-(1-bromoethyl)-5-fluoropyridine